C1(CCC1)S(=O)(=O)NC=1SC=C(N1)C(C(=O)NC1=CC=C(C=C1)C1=NC(=CN=C1)OCC)(C)C 2-(2-(cyclobutanesulfonylamino)thiazol-4-yl)-N-(4-(6-ethoxypyrazin-2-yl)phenyl)-2-methylpropanamide